(E)-methyl-4-(trifluoromethyl)benzene-1,2-diamine CC1=C(C(=CC=C1C(F)(F)F)N)N